(2S)-2-amino-3-[3-(dihydroxyboranyl)-6-fluoro-2-hydroxyphenyl]propanoic acid N[C@H](C(=O)O)CC1=C(C(=CC=C1F)B(O)O)O